1-(4-chloro-1'-methyl-1-phenyl-1H,1'H-[3,4'-bipyrazol]-5-yl)-3-((3S,4R)-4-phenyl-1-(2-methoxyethyl)pyrrolidin-3-yl)urea ClC=1C(=NN(C1NC(=O)N[C@@H]1CN(C[C@H]1C1=CC=CC=C1)CCOC)C1=CC=CC=C1)C=1C=NN(C1)C